OC(C)(C)C=1C=CC2=C(N(C(=N2)NC(CC(C)(C)C)=O)CC(F)(F)F)C1 N-(6-(2-hydroxypropan-2-yl)-1-(2,2,2-trifluoroethyl)-1H-benzo[d]imidazol-2-yl)-3,3-dimethylbutanamide